3-(4-Benzoylbenzyl)-4-(dimethyl(phenyl)silyl)-N-(quinolin-8-yl)butanamide C(C1=CC=CC=C1)(=O)C1=CC=C(CC(CC(=O)NC=2C=CC=C3C=CC=NC23)C[Si](C2=CC=CC=C2)(C)C)C=C1